FC1=C(C(=CC(=C1)NC1CN(C1)CCCF)F)[C@@H]1N([C@H](CC2=C1NC1=CC=CC(=C21)F)C)C[C@@](CO)(C)F (R)-3-((1S,3S)-1-(2,6-difluoro-4-((1-(3-fluoropropyl)azetidin-3-yl)amino)phenyl)-5-fluoro-3-methyl-3,4-dihydro-1H-pyrido[3,4-b]indol-2(9H)-yl)-2-fluoro-2-methylpropan-1-ol